1-[4-(dimethylamino)-2,6-dimethylphenyl]ethanone CN(C1=CC(=C(C(=C1)C)C(C)=O)C)C